(S)-4-(1-(1-((4'-fluoro-[1,1'-biphenyl]-4-yl)methyl)-5-(4-fluorophenyl)-1H-indazole-7-carboxamido)ethyl)benzoic acid FC1=CC=C(C=C1)C1=CC=C(C=C1)CN1N=CC2=CC(=CC(=C12)C(=O)N[C@@H](C)C1=CC=C(C(=O)O)C=C1)C1=CC=C(C=C1)F